bis[2,6-difluoro-3-(1H-pyrrol-1-yl)phenyl]iodonium benzoate C(C1=CC=CC=C1)(=O)[O-].FC1=C(C(=CC=C1N1C=CC=C1)F)[I+]C1=C(C(=CC=C1F)N1C=CC=C1)F